BrCCCCCCC=1N=NN(C1)C(C)C1=CC=C2C(=N1)NC(=C2)C=2N=C1N(C(=CC(=C1)C(=O)OCC)OC)C2C ethyl 2-(6-(1-(4-(6-bromohexyl)-1H-1,2,3-triazol-1-yl)ethyl)-1H-pyrrolo[2,3-b]pyridin-2-yl)-5-methoxy-3-methylimidazo[1,2-a]pyridine-7-carboxylate